COC=1C(=CC2=CN(N=C2C1)C1CCC(CC1)CO)C=1C(=NC(=CC1)C(F)(F)F)S(=O)(=O)N 6-methoxy-2-[(1r,4r)-4-(hydroxymethyl)cyclohexyl]indazol-5-yl-6-(trifluoromethyl)pyridine-2-sulfonamide